5,6,7,8-tetrahydronaphthalen-2-amine C1=C(C=CC=2CCCCC12)N